3-(6-oxo-5,6-dihydro-4H-thieno[2,3-c]pyrrol-2-yl)propanoic acid O=C1NCC2=C1SC(=C2)CCC(=O)O